C(CCCCCCCCCCCCCCC)OC(CCCCCCCCCCCCCCCCCCCCCCCCCCCCC)=O.C(CCCCCCCCCCCCCCCCCCCCCCCCCCCCC)(=O)OCCCCCCCCCCCCCCC pentadecyl melissate hexadecan-1-yl-melissate